(S)-3-(benzo[d]thiazol-7-ylsulfonyl)-1-(2-methyl-4-(3,4,5-trifluorophenyl)piperazin-1-yl)propan-1-one S1C=NC2=C1C(=CC=C2)S(=O)(=O)CCC(=O)N2[C@H](CN(CC2)C2=CC(=C(C(=C2)F)F)F)C